4-(1H-pyrazol-4-yl)-7-(2-trimethylsilyl-ethoxymethyl)-7H-pyrrolo[2,3-d]pyrimidine N1N=CC(=C1)C=1C2=C(N=CN1)N(C=C2)COCC[Si](C)(C)C